N-p-tolyl-thiourea C1(=CC=C(C=C1)NC(=S)N)C